FC1=CC(=C2CCCC2=C1F)OC1=C(C(=O)NC=2C=[N+](C=CC2)[O-])C(=CC(=C1)C(F)(F)F)F 3-(2-((6,7-difluoro-2,3-dihydro-1H-indene-4-yl)oxy)-6-fluoro-4-(trifluoromethyl)benzamido)pyridine 1-oxide